O[C@H]1C[C@@H](CCC1)NC1=NC(=NC=C1C1(CC1)C(=O)OCC)SC 1-Ethyl 1-[4-[[(1R,3R)-3-hydroxycyclohexyl]amino]-2-methylsulfanyl-pyrimidin-5-yl]cyclopropanecarboxylate